ClC1=CC=C(C=C1)C(C(=O)C1=CC=CC=C1)CC(F)F 2-(4-chlorophenyl)-4,4-difluoro-1-phenylbutan-1-one